OC=1C=CC2=C(C[C@H](CO2)C(=O)O)C1 (3R)-6-hydroxy-3,4-dihydro-2H-1-benzopyran-3-carboxylic acid